COC=1N=CC=NC1 5-methoxypyrazin